C(=O)(O)C=1C=C(C=C(C1)C(=O)O)Br 3,5-dicarboxyl-bromobenzene